NC(C[C@H](NC([C@@H](NC([C@@H](NC(OCC1=CC=CC=C1)=O)C)=O)CC(=O)OCC1=CC=CC=C1)=O)C(=O)OC(C)(C)C)=O Tert-butyl (5S,8S,11S)-11-(2-amino-2-oxoethyl)-8-[2-(benzyloxy)-2-oxoethyl]-5-methyl-3,6,9-trioxo-1-phenyl-2-oxa-4,7,10-triazadodecan-12-oate